C1(CCCCC1)NC(CN1CCC(CC1)CNC(C1=CC=CC=C1)=O)=O N-((1-(2-(cyclohexylamino)-2-oxoethyl)piperidin-4-yl)methyl)benzamide